C(C)(C)C=1C(=C(C=CC1)O)CC isopropyl-ethylphenol